ClC=1C=CC2=C(NCN(S2(=O)=O)[C@H](C(=O)NNC(=O)OC(C)(C)C)C(C)C2=C(C(=CC=C2F)C)C)C1 tert-butyl 2-((2S)-2-(6-chloro-1,1-dioxido-3,4-dihydro-2H-benzo[e][1,2,4]thiadiazin-2-yl)-3-(6-fluoro-2,3-dimethylphenyl)butanoyl)hydrazine-1-carboxylate